FC=1C=CC=2N(C3=CC=C(C=C3C2C1)F)C[C@H](CN1C([C@@H](CC1)F)=O)O (R)-1-((R)-3-(3,6-difluoro-9H-carbazol-9-yl)-2-hydroxypropyl)-3-fluoropyrrolidin-2-one